4-oxo-2,5-heptadienedioic acid O=C(C=CC(=O)O)C=CC(=O)O